OCC1(OC2=C(C1)C=C(C(=C2)N2CCOCC2)NC(=O)C2=NN1C(OCC(C1)(C)C)=C2)C N-[2-(Hydroxymethyl)-2-methyl-6-morpholino-3H-benzofuran-5-yl]-6,6-dimethyl-5,7-dihydropyrazolo[5,1-b][1,3]oxazine-2-carboxamide